ClC1=C(N)C=CC(=C1CSC=1SC(=NN1)C1=NC=CN=C1)Cl 2,4-dichloro-3-(((5-(pyrazin-2-yl)-1,3,4-thiadiazol-2-yl)thio)methyl)aniline